1-butyl-2-chloro-3-((dodecyloxy)carbonyl)pyridin-1-ium trifluoromethanesulfonate FC(S(=O)(=O)[O-])(F)F.C(CCC)[N+]1=C(C(=CC=C1)C(=O)OCCCCCCCCCCCC)Cl